2,4,8,10-Tetraoxaspiro(5.5)Undecan C1OCOCC12COCOC2